trimethyl-(4-(4,4,5,5-tetramethyl-1,3,2-dioxaborolan-2-yl)phenyl)germane methyl-(R)-2-(((benzyloxy)carbonyl)amino)-3-(7-(trifluoromethyl)thieno[3,2-b]pyridine-2-carboxamido)propanoate COC([C@@H](CNC(=O)C1=CC2=NC=CC(=C2S1)C(F)(F)F)NC(=O)OCC1=CC=CC=C1)=O.C[Ge](C1=CC=C(C=C1)B1OC(C(O1)(C)C)(C)C)(C)C